3-(5-((4-(2-methylthieno[2,3-d]pyrimidin-4-yl)piperazin-1-yl)methyl)-1-oxoisoindolin-2-yl)piperidine-2,6-dione CC=1N=C(C2=C(N1)SC=C2)N2CCN(CC2)CC=2C=C1CN(C(C1=CC2)=O)C2C(NC(CC2)=O)=O